CC1=CC(=NC=C1)B(O)O 4-methyl-2-pyridineboronic acid